4-((4-hydroxybutyl)amino)benzonitrile OCCCCNC1=CC=C(C#N)C=C1